(S)-methyl-2-((1R,2S,5S)-6,6-dimethyl-3-azabicyclo[3.1.0]hexane-2-carboxamido)-3-((S)-2-oxopyrrolidin-3-yl)propanoate COC([C@H](C[C@H]1C(NCC1)=O)NC(=O)[C@@H]1[C@H]2C([C@H]2CN1)(C)C)=O